BrC1=CC=C(C=C1)C1(OCC1)C 2-(4-Bromophenyl)-2-methyl-oxetane